((tert-butyldimethylsilyloxy)methyl)-5-methoxybenzoic acid methyl ester COC(C1=C(C=CC(=C1)OC)CO[Si](C)(C)C(C)(C)C)=O